(R)-2-amino-3-(4-dihydroxyboryl-3-fluorophenyl)-2-methylpropanoic acid N[C@@](C(=O)O)(CC1=CC(=C(C=C1)B(O)O)F)C